N-(4-amino-2H-pyrazolo[4,3-c]pyridin-7-yl)-N'-benzyl-N'-[(5-fluoro-3-methyl-2-pyridyl)methyl]oxamide NC1=NC=C(C=2C1=CNN2)NC(=O)C(=O)N(CC2=NC=C(C=C2C)F)CC2=CC=CC=C2